iridium chloride iridium [Ir].[Ir](Cl)(Cl)Cl